(R)-N-(1-(2-(1H-1,2,3-triazol-1-yl)quinolin-4-yl)ethyl)-5-cyano-2-methylbenzamide N1(N=NC=C1)C1=NC2=CC=CC=C2C(=C1)[C@@H](C)NC(C1=C(C=CC(=C1)C#N)C)=O